2-(2-cyano-2-(10-methylacridin-9(10H)-ylidene)acetamido)ethyl methacrylate C(C(=C)C)(=O)OCCNC(C(=C1C2=CC=CC=C2N(C=2C=CC=CC12)C)C#N)=O